2-azabicyclo[2.2.0]hexan-2-yl-[3-(difluoromethyl)-6-[5-[(6-methylpyridazin-3-yl)amino]benzimidazol-1-yl]-2-pyridyl]methanone C12N(CC2CC1)C(=O)C1=NC(=CC=C1C(F)F)N1C=NC2=C1C=CC(=C2)NC=2N=NC(=CC2)C